FCC[C@@H]1C[C@@H](N(CC1)C(=O)N[C@@H](C)\C=C\S(=O)(=O)C)C1=CC=CC=C1 (2R,4S)-4-(2-fluoroethyl)-N-((S,E)-4-(methylsulfonyl)but-3-en-2-yl)-2-phenylpiperidine-1-carboxamide